ClC=1C(=NC=NC1)N1CCCC2=CC=CC=C12 5-chloro-4-(3,4-dihydroquinolin-1(2H)-yl)pyrimidin